(1-isopropyl-3-(6-(4-isopropyl-4H-1,2,4-triazol-3-yl)pyridin-2-yl)-7-methyl-4-oxo-1,4-dihydroquinolin-6-yl)acetamide C(C)(C)N1C=C(C(C2=CC(=C(C=C12)C)CC(=O)N)=O)C1=NC(=CC=C1)C1=NN=CN1C(C)C